((4aR,8aS)-1-(4-fluorophenyl)-6-((2-methyl-2H-1,2,3-triazol-4-yl)sulfonyl)-4,4a,5,6,7,8,8a,9-octahydro-1H-pyrazolo[3,4-g]isoquinolin-4a-yl)(4-methylpyridin-2-yl)methanone FC1=CC=C(C=C1)N1N=CC2=C1C[C@@H]1CCN(C[C@]1(C2)C(=O)C2=NC=CC(=C2)C)S(=O)(=O)C2=NN(N=C2)C